2-fluoro-N-(6-(6-fluoro-5-(trifluoromethyl)-1H-indazol-4-yl)imidazo[1,2-a]pyrazin-2-yl)cyclopropane-1-carboxamide FC1C(C1)C(=O)NC=1N=C2N(C=C(N=C2)C2=C3C=NNC3=CC(=C2C(F)(F)F)F)C1